(2S,3R,4R)-1-acetyl-2-cyclopropyl-4-((5-fluoro-4-methylpyrimidin-2-yl)amino)-3-methyl-1,2,3,4-tetrahydroquinoline-6-carboxamide C(C)(=O)N1[C@H]([C@@H]([C@H](C2=CC(=CC=C12)C(=O)N)NC1=NC=C(C(=N1)C)F)C)C1CC1